[Na+].[Na+].P(=O)#CC[C@H](C(=O)[O-])F.P(=O)#CC[C@H](C(=O)[O-])F 4-phosphoryl-2-(R)-fluorobutyrate disodium salt